C(C)(C)(C)OC(NCC(=CF)COC1=NC=C(C=C1)S(=O)(=O)N1CCC(CC1)CC(N)=O)=O {2-[5-(4-carbamoylmethyl-piperidine-1-sulfonyl)-pyridin-2-yloxymethyl]-3-fluoro-allyl}-carbamic acid tert-butyl ester